C(=O)(O)CCCC(=O)OCCOC=1C(=[N+](ON1)[O-])S(=O)(=O)C1=CC=CC=C1 4-(2-((4-carboxybutanoyl)oxy)ethoxy)-3-(benzenesulfonyl)-1,2,5-oxadiazole 2-oxide